N1(C(CCC1)C(=O)[O-])C(=O)OC methyl pyrrolidine-1,2-dicarboxylate